3-(naphthalen-2-yl)urea C1=C(C=CC2=CC=CC=C12)NC(N)=O